(S)-(4-acetoxy-1,3-dioxolan-2-yl)methyl butyrate C(CCC)(=O)OC[C@H]1OCC(O1)OC(C)=O